ClC1=C(C(=CC=C1)O)C1=C(C2=C(CN3[C@@H](CO2)CN(CC3)C(=O)OC(C)(C)C)C(=C1C#C[Si](C)(C)C)F)F tert-butyl (12aR)-9-(2-chloro-6-hydroxyphenyl)-7,10-difluoro-8-[(trimethyl silyl)ethynyl]-3,4,12,12a-tetrahydro-6H-pyrazino[2,1-c][1,4]benzoxazepine-2(1H)-carboxylate